4-METHYL-DECANE CC(CCC)CCCCCC